2-(5-(((1R,2R,3S,5S)-2-fluoro-8-azabicyclo[3.2.1]octan-3-yl)(methyl)amino)pyrazin-2-yl)-5-(1,3,4-oxadiazol-2-yl)phenol F[C@@H]1[C@H]2CC[C@@H](C[C@@H]1N(C=1N=CC(=NC1)C1=C(C=C(C=C1)C=1OC=NN1)O)C)N2